9-(4-dibenzothiophen-2-yl-phenyl)-3,6-di-quinolin-3-yl-9H-carbazole C1=C(C=CC=2SC3=C(C21)C=CC=C3)C3=CC=C(C=C3)N3C2=CC=C(C=C2C=2C=C(C=CC32)C=3C=NC2=CC=CC=C2C3)C=3C=NC2=CC=CC=C2C3